n-propyl-trimethoxysilane C(CC)[Si](OC)(OC)OC